(2-(5-(1-((7-methoxy-4-methylphthalazin-1-yl)amino)ethyl)thiophen-2-yl)benzyl)(methyl)carbamate COC1=CC=C2C(=NN=C(C2=C1)NC(C)C1=CC=C(S1)C1=C(COC(NC)=O)C=CC=C1)C